N=1C=NN2C1C=C(C=C2)OC2=CC(=C(C=C2C)NC2=NC=NC1=CC(=C(C=C21)NC(/C(=C\[C@@H]2N(CCC2)C)/F)=O)NC)OC (R,E)-N-(4-((4-([1,2,4]triazolo[1,5-a]pyridin-7-yloxy)-2-methoxy-5-methylphenyl)amino)-7-(methylamino)quinazolin-6-yl)-2-fluoro-3-(1-methylpyrrolidin-2-yl)acrylamide